3-methyl-13-(morpholine-4-carbonyl)-16-thia-2,4,5,8-tetraazatetracyclo[8.6.0.02,6.011,15]-hexadeca-1(10),3,5,8,11(15)-pentaene CC=1N2C=3SC=4CC(CC4C3C=NCC2=NN1)C(=O)N1CCOCC1